4-((6-Chloro-1-ethyl-1H-pyrazolo[3,4-d]pyrimidin-4-yl)aminomethyl)benzenesulfonamide ClC1=NC(=C2C(=N1)N(N=C2)CC)NCC2=CC=C(C=C2)S(=O)(=O)N